O=C(C(=O)OC)N(CC1=NC=C(C=C1)C(F)(F)F)C(C)C1=CC=NC=C1 methyl 2-oxo-2-((1-(pyridin-4-yl)ethyl)((5-(trifluoromethyl)pyridin-2-yl)methyl)amino)acetate